NC1=NC(=CC(=N1)N1C(COCCC1)C1=C(C=C(C=C1)NC(=O)C1(COCC1)F)Cl)C (±)-N-(4-(4-(2-amino-6-methylpyrimidin-4-yl)-1,4-oxazepan-3-yl)-3-chlorophenyl)-3-fluorotetrahydrofuran-3-carboxamide